COC1=C(C=C2C(=NC(=NC2=C1)C)N[C@H](C)C=1C=C(C=C(C1)C(F)(F)F)NC([O-])=O)C1CCC(CC1)C(=O)N1CCN(CC1)CCCOC1CCNCC1 (3-((R)-1-((7-methoxy-2-methyl-6-((1R,4R)-4-(4-(3-(piperidin-4-yloxy) propyl)piperazine-1-carbonyl)cyclohexyl)quinazolin-4-yl)amino)ethyl)-5-(trifluoromethyl)phenyl)carbamate